N(=[N+]=[N-])C(C)C=1C(=C(C(=NC1)Cl)C)C 5-(1-azidoethyl)-2-chloro-3,4-dimethylpyridine